4-benzyl-3,4-dihydro-2H-1,4-benzoxazin-6-amine C(C1=CC=CC=C1)N1CCOC2=C1C=C(C=C2)N